(1r,3r)-3-((4-cyano-3-methoxyphenoxy)-2,2,4,4-tetramethylcyclobutyl)-4-(4-(hydroxymethyl)piperidin-1-yl)benzamide C(#N)C1=C(C=C(OC2(C(CC2(C)C)(C)C)C=2C=C(C(=O)N)C=CC2N2CCC(CC2)CO)C=C1)OC